3-(7-chloro-3-(2,2,2-trifluoroethyl)pyrazolo[1,5-a]pyridin-2-yl)prop-2-yn-1-amine dihydrochloride Cl.Cl.ClC1=CC=CC=2N1N=C(C2CC(F)(F)F)C#CCN